N-(3-methyl-1-(4-(trifluoromethyl)phenyl)-1H-indol-5-yl)acrylamide CC1=CN(C2=CC=C(C=C12)NC(C=C)=O)C1=CC=C(C=C1)C(F)(F)F